NC=1SC(=C(N1)C(=O)[O-])CCC1=CC=CC=C1 2-amino-5-phenethylthiazole-4-carboxylate